propyl-trimethylammonium methyl-sulfate 1-(diphenylmethyl)azetidin-3-yl-Methanesulfonate C1(=CC=CC=C1)C(N1CC(C1)CS(=O)(=O)[O-])C1=CC=CC=C1.COS(=O)(=O)[O-].C(CC)[N+](C)(C)C.C(CC)[N+](C)(C)C